5-(Diethylamino)-2-((2,4-dinitrophenyl)amino)phenol C(C)N(C=1C=CC(=C(C1)O)NC1=C(C=C(C=C1)[N+](=O)[O-])[N+](=O)[O-])CC